3Z-hexyl-triphenyl-phosphorus bromide C(CCCCC)P(C1=CC=CC=C1)(C1=CC=CC=C1)(C1=CC=CC=C1)Br